C1(CCCCC1)N=C=NCCN1CCOCC1 N-Cyclohexyl-N'-(2-morpholinoethyl)carbodiimid